aminoethylhypophosphorous acid NCCP(=O)O